C=1(C(=CC=CC1)CNC([O-])=O)CNC([O-])=O xylylene-dicarbamate